2-[(2R)-3-(tert-butylamino)-2-(1-methyl-1-trimethylsilyl-ethoxy)propyl]isoindoline-1,3-dione C(C)(C)(C)NC[C@H](CN1C(C2=CC=CC=C2C1=O)=O)OC(C)([Si](C)(C)C)C